Cl.C(C1=CC=CC=C1)ON benzyloxyamine hydrochloride salt